CC=1N=CN(C1C(=O)O)C[C@H]1OCC1 4-methyl-1-(((S)-oxetan-2-yl)methyl)-1H-imidazole-5-carboxylic acid